FC1=C(C(=O)O)C(=CC=C1)N/N=C/C=O (E)-2-fluoro-6-(2-(2-oxoethylidene)hydrazinyl)benzoic Acid